(3S)-11-(2,4-difluorophenyl)-8-((3S,5R)-3,5-dimethylpiperazin-1-yl)-3-methoxy-10-(trifluoromethyl)-3,4-dihydro-2H,6H-[1,4]thiazepino[2,3,4-ij]quinazolin-6-one FC1=C(C=CC(=C1)F)C1=C(C=C2C(=NC(N3C2=C1SC[C@H](C3)OC)=O)N3C[C@@H](N[C@@H](C3)C)C)C(F)(F)F